CC1=C(C(=NC=C1CNC1=NC=CC2=CC(=NC=C12)C1=CC(=NC=C1)C)C1=CC=NC=C1)C#N methyl-5-((6-(2-methylpyridin-4-yl)-2,7-naphthyridin-1-ylamino)methyl)-2,4'-bipyridine-3-carbonitrile